N-{2-[bis(2-hydroxyethyl)amino]ethyl}-4-{[6-(5-chloro-2-fluorophenyl)-2H,3H,4H-pyrido[3,2-b][1,4]oxazin-8-yl]amino}pyridine-3-carboxamide OCCN(CCNC(=O)C=1C=NC=CC1NC1=CC(=NC2=C1OCCN2)C2=C(C=CC(=C2)Cl)F)CCO